2,4-dimethoxy-5-(1-(2,2,2-trifluoroethyl)-1H-pyrazol-4-yl)pyrimidine COC1=NC=C(C(=N1)OC)C=1C=NN(C1)CC(F)(F)F